1-(4-cyano-6-methoxypyrimidin-2-yl)-3-methyl-5-amino-1H-pyrazole-4-carboxylic acid C(#N)C1=NC(=NC(=C1)OC)N1N=C(C(=C1N)C(=O)O)C